N[C@@H]1[C@@H]([C@@H]2CC[C@H](C1)N2C2=C(N=C1C(=N2)NN=C1C1=C(C2=C(N=C(S2)N(C)C)C=C1)Cl)CO)F {6-[(1S,2S,3S,5R)-3-amino-2-fluoro-8-azabicyclo[3.2.1]octan-8-yl]-3-[7-chloro-2-(dimeth-ylamino)-1,3-benzo-thiazol-6-yl]-1H-pyrazolo[3,4-b]pyrazin-5-yl}methanol